(R)-1-(2-chloropyridin-3-yl)ethyl (4-(5-((1R,2R)-2-cyanocyclopropane-1-carboxamido)pyridin-2-yl)-1-methyl-1H-1,2,3-triazol-5-yl)carbamate C(#N)[C@H]1[C@@H](C1)C(=O)NC=1C=CC(=NC1)C=1N=NN(C1NC(O[C@H](C)C=1C(=NC=CC1)Cl)=O)C